(S)-N-(5-chloropyridin-2-yl)-2-((2S,3S)-2-methyl-3-(1H-pyrazol-5-yl)piperidin-1-yl)propanamide ClC=1C=CC(=NC1)NC([C@H](C)N1[C@H]([C@H](CCC1)C1=CC=NN1)C)=O